N1(CCOCC1)NC(=O)[C@H]1CN(C)[C@@H]2CC3=CNC4=CC=CC(C2=C1)=C34 N-morpholinyl-lysergamide